alpha-fructosyl-valyl-histidyl-leucyl-prolyl-glutamic acid OC[C@]1([C@@H](O)[C@H](O)[C@H](O1)CO)N[C@@H](C(C)C)C(=O)N[C@@H](CC1=CNC=N1)C(=O)N[C@@H](CC(C)C)C(=O)N1[C@@H](CCC1)C(=O)N[C@@H](CCC(=O)O)C(=O)O